(1R,2R)-2-(4,4-Difluorocyclohexyl)-6-hydroxy-1,2,3,4-tetrahydronaphthalen FC1(CCC(CC1)[C@H]1CC2=CC=C(C=C2CC1)O)F